3-methyl-5H-pyrimido[5,4-d]pyrimidine-4,6,8-trione CN1C=NC2=C(C1=O)NC(NC2=O)=O